N-[2-(4-azidobutoxy)ethyl]-2-methyl-8-[4-(trifluoromethyl)phenyl]-2H,8H-pyrazolo[3,4-b]indole-5-carboxamide N(=[N+]=[N-])CCCCOCCNC(=O)C=1C=C2C=3C(N(C2=CC1)C1=CC=C(C=C1)C(F)(F)F)=NN(C3)C